2-(2-bromo-4-pyridyl)ethyl acetate C(C)(=O)OCCC1=CC(=NC=C1)Br